ClC=1C=C(C(=C(C1)O)C1=CC2=C(N=N1)N(C=C2F)C2CC(C2)(C)O)C 5-chloro-2-[5-fluoro-7-(cis-3-hydroxy-3-methylcyclobutyl)-7H-pyrrolo[2,3-c]pyridazin-3-yl]-3-methylphenol